FC1(CN(CCC12COC1=C3CN(C(C3=CC=C12)=O)[C@@H]1C(NC(CC1)=O)=O)CC1=CC(=CC=C1)C=1C=NN(C1)C1COC1)F (3S)-3-(3',3'-difluoro-1'-(3-(1-(oxetan-3-yl)-1H-pyrazol-4-yl)benzyl)-6-oxo-6,8-dihydro-2H,7H-spiro[furo[2,3-e]isoindole-3,4'-piperidin]-7-yl)piperidine-2,6-dione